FC(COC=1C=C(C=CC1)C1=C(C(=C(C(=C1F)F)N)F)F)(C)F 3'-(2,2-difluoropropoxy)-2,3,5,6-tetrafluoro-[1,1'-biphenyl]-4-amine